dimethyl adipate 1,3-diacetyl-oxypropan-2-yl-acetate C(C)(=O)OCC(COC(C)=O)CC(=O)O.C(CCCCC(=O)OC)(=O)OC